[C@H]1([C@H](O)[C@@H](O)[C@H](O)[C@H](O1)CO)OCCNCCNCCNCCNC(CCCCNCCCCCC(=O)[O-])C(NCCO[C@@H]1[C@H](O)[C@@H](O)[C@H](O)[C@H](O1)CO)=O 1-[(α-D-glucopyranosyl) oxy]-13-({2-[(α-D-glucopyranosyl)oxy]ethyl}carbamoyl)-3,6,9,12,18-pentaazatetracosan-24-oate